ethyl 2-({[2-(1H-1,3-benzodiazol-2-yl) ethyl] amino} methyl)-1,3-thiazole-4-carboxylate N1C(=NC2=C1C=CC=C2)CCNCC=2SC=C(N2)C(=O)OCC